C(C)(=O)N1CC2=C(CC1)N(N=C2N2CCCC1=CC(=C(C=C21)C(F)F)C=2C=NN(C2)C)C2CCN(CC2)CCCC=O 4-[4-[5-Acetyl-3-[7-(difluoromethyl)-6-(1-methylpyrazol-4-yl)-3,4-dihydro-2H-quinolin-1-yl]-6,7-dihydro-4H-pyrazolo[4,3-c]pyridin-1-yl]-1-piperidyl]butanal